dinitro-3-nitroaminofurazan hydroxylamine salt NO.[N+](=O)([O-])C1(C(=NON1)N[N+](=O)[O-])[N+](=O)[O-]